N(O)=C(CCCCC(=O)O)[N+](=O)[O-] 6-oximino-6-nitrohexanoic acid